(2-cyclohexylpropan-2-yl) acrylate C(C=C)(=O)OC(C)(C)C1CCCCC1